ClC=1C=CC2=C(C[C@H](CC=3N2C(=NN3)[C@@H]3CC[C@H](CC3)OC3=NC=CC=C3)CNC(OC(C)(C)C)=O)C1 tert-butyl {(5R)-8-chloro-1-[trans-4-(pyridin-2-yloxy)cyclohexyl]-5,6-dihydro-4H-[1,2,4]triazolo[4,3-a][1]benzazepin-5-yl}methylcarbamate